Cl.COC([C@H](CCCC(=O)O)N)=O L-2-aminoadipic acid methyl ester hydrochloride